COC(COC=C[SiH3])(OC)OC trimethoxyethoxyvinyl-silane